FC=1C(=C(C(=O)OC)C=C(C1F)/C=N/OC)NC1=C(C=C(C=C1)I)F Methyl 3,4-difluoro-2-(2-fluoro-4-iodoanilino)-5-[(E)-methoxyiminomethyl]benzoate